F[C@@H]1C[C@@]2(CC[C@H](N2C1)C)CO ((2R,5R,7aS)-2-fluoro-5-methyltetrahydro-1H-pyrrolizin-7a(5H)-yl)methanol